CC1=C(NC=C1C)C=O 3,4-dimethyl-pyrrole-2-formaldehyde